4-(3-amino-4-(4-bromophenyl)-1H-pyrazolo[4,3-c]pyridin-6-yl)benzoic acid NC1=NNC2=C1C(=NC(=C2)C2=CC=C(C(=O)O)C=C2)C2=CC=C(C=C2)Br